FC(C(=O)O)(F)F.ClC1=C(C=CC(=C1NC=1C(=C2C(N(C=NC2=CC1)C)=O)C)F)NS(=O)(=O)N1CCC(CC1)OC N-(2-chloro-3-((3,5-dimethyl-4-oxo-3,4-dihydroquinazolin-6-yl)amino)-4-fluorophenyl)-4-methoxypiperidine-1-sulfonamide trifluoroacetate